5-(imidazo[1,2-a]pyridin-6-yl)-N-(2-oxaspiro[3.5]nonan-7-yl)-7H-pyrrolo[2,3-d]pyrimidin-2-amine N=1C=CN2C1C=CC(=C2)C2=CNC=1N=C(N=CC12)NC1CCC2(COC2)CC1